3-(3-fluorophenyl)-5-methyl-4H-isoxazole-5-carboxylic acid FC=1C=C(C=CC1)C1=NOC(C1)(C(=O)O)C